5-Benzylthio-3-cyclopropyl-6,7,8,9-tetrahydrobenzo[g]Isoquinoline-7-carboxylic acid hydrochloride Cl.C(C1=CC=CC=C1)SC1=C2C=C(N=CC2=CC2=C1CC(CC2)C(=O)O)C2CC2